FC(C=1N=C2SC(=NN2C1CO)COC)F [6-(difluoromethyl)-2-(methoxymethyl)imidazo[2,1-b][1,3,4]thiadiazol-5-yl]methanol